6-(4-(4-methylpiperazin-1-yl)phenyl)-3-(3-(methylsulfonyl)phenyl)furo[3,2-b]pyridine CN1CCN(CC1)C1=CC=C(C=C1)C=1C=C2C(=NC1)C(=CO2)C2=CC(=CC=C2)S(=O)(=O)C